[N+](=O)([O-])C1=CC=C(C=C1)S(=O)(=O)N1CC(C1)C(=O)N1C2=C(OCC1)C(=CN=C2)C2=CC=C(C#N)C=C2 4-(4-(1-((4-nitrophenyl)sulfonyl)azetidine-3-carbonyl)-3,4-dihydro-2H-pyrido[4,3-b][1,4]oxazin-8-yl)benzonitrile